ClC1=NC(=CC(=N1)N1CCC2(CCCC(N2C2=CC(=C(C=C2)F)F)=O)CC1)O[C@@H]1COCC1 (S)-9-(2-chloro-6-((tetrahydrofuran-3-yl)oxy)pyrimidin-4-yl)-1-(3,4-difluorophenyl)-1,9-diazaspiro[5.5]undecan-2-one